2-(3-(3-(fluoro(4-fluoro-1-methyl-1H-imidazol-2-yl)methyl)oxetan-3-yl)phenyl)-6-(((S)-2-isopropyl-4-methylpiperazin-1-yl)methyl)-4-(trifluoromethyl)isoindolin-1-one FC(C1(COC1)C=1C=C(C=CC1)N1C(C2=CC(=CC(=C2C1)C(F)(F)F)CN1[C@H](CN(CC1)C)C(C)C)=O)C=1N(C=C(N1)F)C